CS(=O)(=O)OCC1=C2C(=NC(=C1)C(=O)OC)CCC2 methyl 4-(((methylsulfonyl) oxy) methyl)-6,7-dihydro-5H-cyclopenta[b]pyridine-2-carboxylate